C(N)(OCCCCOC(N)=O)=O 4-butylene biscarbamate